fluorovinyl ethyl ether C(C)OC=CF